2-methylpropan-1-one hydrochloride Cl.CC(C=O)C